2,3,7,8-tetrahydrodibenzo-p-dioxan C=1CCC=C2OC=3C(OC21)=CCCC3